COC1=C(C=C(C=C1)N1C(N(CCC1)CC1=C2C=CN(C2=CC=C1)[C@H]1C(N(CC1)C)=O)=O)OCCCCC |r| Racemic-1-(4-methoxy-3-(pentyloxy)phenyl)-3-((1-(1-methyl-2-oxopyrrolidin-3-yl)-1H-indol-4-yl)methyl)tetrahydropyrimidin-2(1H)-one